{1,4,7-triazonane-1,4,7-triyltris[methylene(2-hydroxy-5-methyl-3,1-phenylene)carbonylazanediylmethylene]}tris(phosphonic acid) N1(CCN(CCN(CC1)CC=1C(=C(C=C(C1)C)C(=O)NCP(O)(O)=O)O)CC=1C(=C(C=C(C1)C)C(=O)NCP(O)(O)=O)O)CC=1C(=C(C=C(C1)C)C(=O)NCP(O)(O)=O)O